C(CC)O[Si](C1=CC=C(C=C1)C(=C)C1=CC=C(C=C1)N(C)C)(OCCC)OCCC 1-[4-(tripropoxysilyl)phenyl]-1-[4-(N,N-dimethylamino)phenyl]ethylene